4-((4-(imidazo[1,2-a]pyridin-6-yloxy)-3-methylphenyl)amino)-5,8-dihydropyrido[4',3':4,5]thieno[2,3-d]pyrimidine-7(6H)-carboxylic acid tert-butyl ester C(C)(C)(C)OC(=O)N1CC2=C(C3=C(N=CN=C3NC3=CC(=C(C=C3)OC=3C=CC=4N(C3)C=CN4)C)S2)CC1